21-fluoro-16-hydroxy-18,18-dioxo-8,11-dioxa-18λ6-thia-14,19-diazatetracyclo[18.3.1.113,17.02,7]pentacosa-1(24),2,4,6,13,15,17(25),20,22-nonaen-12-one FC1=C2NS(C=3C(=CN=C(C(OCCOC4=CC=CC=C4C(C=C1)=C2)=O)C3)O)(=O)=O